NC1=CC=C(C2=CC=CC=C12)OC=1N=C(SC1C1=NC(=NC=C1)N[C@H]1CC(CN(C1)C(=O)OC(C)(C)C)(F)F)C tert-butyl (5S)-5-[[4-[4-[(4-amino-1-naphthyl)oxy]-2-methyl-thiazol-5-yl]pyrimidin-2-yl]amino]-3,3-difluoro-piperidine-1-carboxylate